3,6-Anhydro-α-D-galactose 2-sulfat S(=O)(=O)(O)O[C@H]1[C@@H](O)O[C@H]2[C@@H]([C@@H]1OC2)O